CC1=CC(=CC2=C1C(=CC(=O)O2)OC)O The molecule is a member of the class of hydroxycoumarins that is coumarin which is substituted by methoxy, methyl, and hydroxy groups at positions 4, 5 and 7, respectively. It has a role as a fungal metabolite. It is an aromatic ether and a hydroxycoumarin. It derives from a 4,7-dihydroxy-5-methylcoumarin.